(R)-(3-(3-cyclopropyl-1,2,4-thiadiazol-5-yl)-8-methyl-5,6-dihydro-[1,2,4]triazolo[4,3-a]pyrazin-7(8H)-yl)(2,6-difluorophenyl)methanone C1(CC1)C1=NSC(=N1)C1=NN=C2N1CCN([C@@H]2C)C(=O)C2=C(C=CC=C2F)F